CO[Si](N=[N+]=[N-])(OC)OC trimethoxyazidosilane